(N-[4-amino-5-(3-isopropoxy-isoxazole-5-carbonyl)thiazol-2-yl]-4-fluoro-anilino)propanamide NC=1N=C(SC1C(=O)C1=CC(=NO1)OC(C)C)N(C1=CC=C(C=C1)F)C(C(=O)N)C